FC1=C(C=CC(=C1C1=CC=C2C(=NNC2=C1F)C=1NC=CN1)F)NS(=O)(=O)C=1C(=NN(C1C)C)C N-(2,4-difluoro-3-(7-fluoro-3-(1H-imidazol-2-yl)-1H-indazol-6-yl)phenyl)-1,3,5-trimethyl-1H-pyrazole-4-sulfonamide